3-(5-bromo-2-methoxyphenyl)-1-methyl-1H-pyrazole BrC=1C=CC(=C(C1)C1=NN(C=C1)C)OC